CC1=NC(=NC(=N1)SCC=1OC(=CN1)C1=CC=C(C=C1)C)N 4-Methyl-6-({[5-(4-methylphenyl)-1,3-oxazol-2-yl]methyl}sulfanyl)-1,3,5-triazin-2-amin